NC=1C(=NC(=CN1)C1=CC=CC=C1)C#N 3-amino-6-phenylpyrazine-2-carbonitrile